4-bromo-3-(2,6-dimethylphenoxy)-1-(3,3,3-trifluoropropyl)pyridin-2(1H)-one BrC1=C(C(N(C=C1)CCC(F)(F)F)=O)OC1=C(C=CC=C1C)C